NC1=NC=C(C=2C1=CN(N2)C2OCCCC2)NC(C(N2[C@@H](CC[C@H](C2)CC)C)=O)=O |r| N-(4-amino-2-tetrahydropyran-2-yl-pyrazolo[4,3-c]pyridin-7-yl)-2-oxo-2-[rac-(2R,5R)-5-ethyl-2-methyl-1-piperidyl]acetamide